8-(4-(6-oxa-4-azaspiro[2.4]hept-4-en-5-yl)benzyl)-2-(4-cyclopropyl-6-methoxypyrimidin-5-yl)-7,8-dihydro-6H-pyrimido[5,4-b][1,4]oxazine C1CC12N=C(OC2)C2=CC=C(CN1C3=C(OCC1)C=NC(=N3)C=3C(=NC=NC3OC)C3CC3)C=C2